C(C)(C)(C)OC(=O)N1CCC(CC1)C1=NC(=CC=C1)OCC1=C(C=C(C=C1)C(CC)=O)F 4-(6-((2-fluoro-4-propionylbenzyl)oxy)pyridine-2-yl)piperidine-1-carboxylic acid tert-butyl ester